(5-chloro-7-methylthiazolo[5,4-b]pyridin-2-yl)carbamic acid tert-butyl ester C(C)(C)(C)OC(NC=1SC2=NC(=CC(=C2N1)C)Cl)=O